OCC[C@H](C=1C=NC(=CC1)C1=CN=NC=C1)NC(OC(C)(C)C)=O tert-butyl (R)-(3-hydroxy-1-(6-(pyridazin-4-yl)pyridin-3-yl)propyl)carbamate